(S,E)-N7-(1-((7-((2,4-Difluorobenzyl)oxy)-1H-indol-2-yl)methyl)-2-oxo-1,2-dihydropyridin-3-yl)-6-(2-methoxyacetamido)hept-2-endiamid FC1=C(COC=2C=CC=C3C=C(NC23)CN2C(C(=CC=C2)NC([C@H](CC/C=C/C(=O)N)NC(COC)=O)=O)=O)C=CC(=C1)F